2-bromo-6-methoxypyridine-3-amine BrC1=NC(=CC=C1N)OC